(R)-N-((1H-pyrrolo[3,2-c]pyridin-2-yl)methyl)-2-(3-((1-(dibenzo[b,d]furan-2-yl)ethyl)amino)-6-(3,6-dihydro-2H-pyran-4-yl)-2-oxopyrazin-1(2H)-yl)acetamide N1C(=CC=2C=NC=CC21)CNC(CN2C(C(=NC=C2C=2CCOCC2)N[C@H](C)C2=CC1=C(OC3=C1C=CC=C3)C=C2)=O)=O